C(C1=CC=CC=C1)OC=1C(=CC(=NC1)OC1=C(C=C(C=C1Cl)N1N=C(C(NC1=O)=O)C(F)F)Cl)S(=O)(=O)CC 2-[4-[(5-benzyloxy-4-ethylsulfonyl-2-pyridinyl)oxy]-3,5-dichloro-phenyl]-6-(difluoromethyl)-1,2,4-triazine-3,5-dione